C(#C)C=1C=C(C=CC1)NC1=NC=NC2=CC(=C(C(=C12)[N+](=O)[O-])OC1CCN(CC1)C(C=C)=O)OC 1-(4-((4-((3-ethynylphenyl)amino)-7-methoxy-5-nitroquinazolin-6-yl)oxy)piperidin-1-yl)prop-2-en-1-one